(2S,4R)-1-(7,8-dichloro-4-(1H-imidazol-1-yl)quinolin-2-yl)-4-((morpholine-4-carbonyl)oxy)pyrrolidine-2-carboxylic acid ClC1=CC=C2C(=CC(=NC2=C1Cl)N1[C@@H](C[C@H](C1)OC(=O)N1CCOCC1)C(=O)O)N1C=NC=C1